2-(3-[1-[(4-methyl-4H-1,2,4-triazol-3-yl)methyl]cyclopropyl]phenyl)-4-(trifluoromethyl)isoindolin-1-one CN1C(=NN=C1)CC1(CC1)C=1C=C(C=CC1)N1C(C2=CC=CC(=C2C1)C(F)(F)F)=O